C(C)(C)[N-]C(C)C N-(i-propyl)-N-(i-propyl)amide